(4-isopropyl-6-(4,4,5,5-tetramethyl-1,3,2-dioxaborolan-2-yl)quinolin-3-yl)methanol C(C)(C)C1=C(C=NC2=CC=C(C=C12)B1OC(C(O1)(C)C)(C)C)CO